(S)-N-(3-bromo-2,4-difluorophenyl)-N-methyl-2-(6-methyl-4-(trifluoromethyl)pyridin-2-yl)isothiazolidine-3-carboxamide 1,1-dioxide BrC=1C(=C(C=CC1F)N(C(=O)[C@H]1N(S(CC1)(=O)=O)C1=NC(=CC(=C1)C(F)(F)F)C)C)F